2-chloro-N-(4-(4,4-difluorocyclohexyl)-2-(2,5-difluorophenyl)-5-fluoropyridin-3-yl)pyrimidine-5-carboxamide ClC1=NC=C(C=N1)C(=O)NC=1C(=NC=C(C1C1CCC(CC1)(F)F)F)C1=C(C=CC(=C1)F)F